N-(benzo[d][1,3]dioxol-5-yl(5-bromo-8-hydroxyquinolin-7-yl)methyl)butyramide O1COC2=C1C=CC(=C2)C(NC(CCC)=O)C2=CC(=C1C=CC=NC1=C2O)Br